7-(4-(2-(2,6-dioxopiperidin-3-yl)-3-oxoisoindolin-5-yl)piperazin-1-yl)heptanoic acid O=C1NC(CCC1N1CC2=CC=C(C=C2C1=O)N1CCN(CC1)CCCCCCC(=O)O)=O